S(=O)(=O)([O-])[O-].[Cu+2].[Co+2].S(=O)(=O)([O-])[O-] cobalt-copper sulfate